C(C=1C(C(=O)O)=CC=CC1)(=O)NN(C(C)C)C(=O)O N-Phthaloyl-aza-valine